(3-(2-(2-((4-(chlorodifluoromethoxy)phenyl)amino)nicotinoyl)hydrazino)-3-oxopropyl)(methyl)carbamate ClC(OC1=CC=C(C=C1)NC1=C(C(=O)NNC(CCOC(NC)=O)=O)C=CC=N1)(F)F